C(#N)COC(C1=CC=C(C=C1)CO)=O.C(CCCCCCCCCCCCCCC)OS(=O)(=O)C1=CC=CC=C1.[Mg] magnesium hexadecylbenzenesulfonate Cyanomethyl-4-(hydroxymethyl)benzoate